(1-((4-(pyridin-3-yl)phenyl)sulfonyl)pyrrolidin-3-yl)(4-(quinolin-4-yl)piperazin-1-yl)methanone N1=CC(=CC=C1)C1=CC=C(C=C1)S(=O)(=O)N1CC(CC1)C(=O)N1CCN(CC1)C1=CC=NC2=CC=CC=C12